6-bromo-N-(4-((5-chloro-2-(piperazin-1-yl)pyrimidin-4-yl)amino)-2-methoxyphenyl)pyridineamide BrC1=CC=CC(=N1)C(=O)NC1=C(C=C(C=C1)NC1=NC(=NC=C1Cl)N1CCNCC1)OC